CC=1C=C(CC(O)[C@H](O)[C@@H](O)[C@H](O)[C@H](O)CO)C=CC1C 3,4-dimethylbenzyl-sorbitol